FC1=CC=C(C=C1)[C@@]1(O[C@]2(OC1)C(N(C1=CC=CC=C12)C)=O)C(C(=O)[O-])=C 2-((3S,4'R)-4'-(4-fluorophenyl)-1-methyl-2-oxospiro[indoline-3,2'-[1,3]dioxolan]-4'-yl)acrylate